ClC=1C=C(C=CC1F)NC(=O)N1CC=2C(=NN3C2C2=C(CCC3)C=NO2)CC1 N-(3-Chloro-4-fluorophenyl)-5,6,9,10-tetrahydro-4H-isoxazolo[5,4-c]pyrido-[4',3':3,4]pyrazolo[1,5-a]azepine-11(12H)-carboxamide